exo-5-norbornene-2,3-dicarboximide C12C3C(C(C=C1)C2)C(NC3=O)=O